C(C1=CC=CC=C1)(=O)NC1=NC(N([C@H]2[C@](O)([C@H](O)[C@@H](CO)O2)F)C=C1)=O N4-benzoyl-2'-fluoro-cytidine